FC(C(=O)O)(F)F.NC=1C(=NC(=CN1)C1=C(C=CC(=C1)C(C(F)F)(CO)O)C)C(=O)NC12CCC(CC1)(C2)O 3-Amino-6-(5-(1,1-difluoro-2,3-dihydroxypropan-2-yl)-2-methylphenyl)-N-(4-hydroxybicyclo[2.2.1]heptan-1-yl)pyrazine-2-carboxamide, trifluoroacetate salt